C(CCCCCCCCCCCCCCCCCCCCCCCCCC)O Heptacosanol